4-(bromomethyl)-2,6-dimethylpiperidine-1-carboxylate BrCC1CC(N(C(C1)C)C(=O)[O-])C